2-(3-chlorophenyl)-4-phenyl-6-(5'-phenyl-[1,1':3',1''-terphenyl]-3-yl)-1,3,5-triazine ClC=1C=C(C=CC1)C1=NC(=NC(=N1)C1=CC=CC=C1)C=1C=C(C=CC1)C1=CC(=CC(=C1)C1=CC=CC=C1)C1=CC=CC=C1